FC1=C(C(=O)OC)C(=CC(=C1)O)F methyl 2,6-difluoro-4-hydroxybenzoate